(3S*,3aR*,6S*,7R*,7aR*)-N-benzyl-1-(4-ethoxybenzyl)-7-isobutyl-4-oxooctahydro-6H-3,6-methanopyrrolo[3,2-c]pyridine-6-carboxamide C(C1=CC=CC=C1)NC(=O)[C@]12[C@@H]([C@@H]3[C@H](C(N1)=O)[C@@H](CN3CC3=CC=C(C=C3)OCC)C2)CC(C)C |o1:10,11,12,13,17|